FC1(C(C1)N1C(C=CC=C1)=O)F 1-(2,2-difluorocyclopropyl)pyridin-2-one